2,3,3',4',5,5'-hexahydroxy-4-methoxychalcone OC1=C(C=C(C(=C1O)OC)O)\C=C\C(=O)C1=CC(=C(C(=C1)O)O)O